(cis-1-(1-methoxyethyl)-3-methyl-6-azabicyclo[3.1.1]heptan-6-yl)(pyridin-2-yl)methanone COC(C)C12CC(CC(N1C(=O)C1=NC=CC=C1)C2)C